C/C/1=C\\C[C@@H](/C(=C/[C@@H]2[C@@H](CC1)C(=C)C(=O)O2)/C)O The molecule is a heterobicyclic compound that is costunolide in which the pro-S hydrogen at position 3 has been replaced by a hydroxy group. It has a role as a plant metabolite. It is a germacranolide, a secondary allylic alcohol and a heterobicyclic compound. It derives from a costunolide.